C(C)(C)(C)OC(NC=1SC2=C(C1C#N)C(=CC=C2F)C2=C(C=C1C(=NC=NC1=C2F)SCC)Cl)=O N-[4-(6-chloro-4-ethylsulfanyl-8-fluoro-quinazolin-7-yl)-3-cyano-7-fluoro-benzothien-2-yl]Carbamic acid tert-butyl ester